3-fluorobenzaldehyde O-(1,2,3,4-tetrahydroquinoline-1-carbonyl) oxime N1(CCCC2=CC=CC=C12)C(=O)ON=CC1=CC(=CC=C1)F